FC=1C=C(C=C2N=C(N(C2=O)C)\C=N/O)C=C(C1O)F (Z)-4-(3,5-difluoro-4-hydroxybenzylidene)-1-methyl-5-oxo-1H-imidazole-2-carbaldehyde oxime